2-Hydroxypropyl Vinyl Ether C(=C)OCC(C)O